1,4,4,9-tetramethyl-7-(trifluoromethyloxy)-5H-[1,2,4]triazolo[4,3-a]quinoxaline CC1=NN=C2N1C1=C(C=C(C=C1NC2(C)C)OC(F)(F)F)C